2-Chloro-4-((3S)-8-(4-(2-(4-(4-(2,6-dioxopiperidin-3-yl)phenyl)piperazin-1-yl)-7-azaspiro[3.5]nonane-7-carbonyl)phenyl)-3-methyl-2,8-diaza-spiro[4.5]decan-2-yl)-benzonitrile ClC1=C(C#N)C=CC(=C1)N1CC2(C[C@@H]1C)CCN(CC2)C2=CC=C(C=C2)C(=O)N2CCC1(CC(C1)N1CCN(CC1)C1=CC=C(C=C1)C1C(NC(CC1)=O)=O)CC2